C(OCCCCCN(CCCCCO)CCCCCCCC(=O)N(CCCCCCCCCC)CCCCCCCCCC)(OC(CCCCCCCCCC)CCCCCCCCCC)=O 5-((8-(didecylamino)-8-oxooctyl)(5-hydroxypentyl)amino)pentyl henicosan-11-yl carbonate